phenyl (3-((4-fluorophenyl)ethynyl)-4-(pyridin-4-yl)phenyl)carbamate FC1=CC=C(C=C1)C#CC=1C=C(C=CC1C1=CC=NC=C1)NC(OC1=CC=CC=C1)=O